Dicetyl sulfosuccinate S(=O)(=O)(O)C(C(=O)OCCCCCCCCCCCCCCCC)CC(=O)OCCCCCCCCCCCCCCCC